6-[3-(2-fluoroethoxy)-5-(trifluoromethyl)phenyl]-3H-imidazo[4,5-b]Pyridin-2-one FCCOC=1C=C(C=C(C1)C(F)(F)F)C=1C=C2C(=NC1)NC(N2)=O